6-bromo-3-(4-chloro-2-fluorophenyl)-2-((5-chloropyridin-2-yl)methyl)-3-hydroxyisoindolin-1-one BrC1=CC=C2C(N(C(C2=C1)=O)CC1=NC=C(C=C1)Cl)(O)C1=C(C=C(C=C1)Cl)F